(n-butylcyclopentadienyl)triethoxytitanium (i) C(CCC)C1(C=CC=C1)CCO[Ti-2](OCC)OCC